OCC=1C=C(C=CC1N1CCN(CC1)C)NC=1N=CC2=C(N1)N(C(C=C2C#C[Si](C(C)C)(C(C)C)C(C)C)=O)C2=CC=CC=C2 2-{[3-(hydroxymethyl)-4-(4-methylpiperazin-1-yl)phenyl]amino}-8-phenyl-5-[2-(triisopropylsilyl)ethynyl]pyrido[2,3-d]pyrimidin-7-one